COC=1C=C2CCN(CC2=CC1NC=1N=CC2=C(N1)N(C(=C2)C=NO)C2=CC=CC=C2)C 2-((6-methoxy-2-methyl-1,2,3,4-tetrahydroisoquinolin-7-yl)amino)-7-phenyl-7H-pyrrolo[2,3-d]pyrimidine-6-carbaldehyde oxime